N-8-quinolinyl-benzamide N1=CC=CC2=CC=CC(=C12)NC(C1=CC=CC=C1)=O